N[C@H](C(=O)N[C@H](C(=O)OC)CC(C)C)CC(C(F)F)(C)C methyl (S)-2-((S)-2-amino-5,5-difluoro-4,4-dimethylpentanamido)-4-methylpentanoate